methyl 3-(2-chloroacetamido)-2-hydroxypropanoate ClCC(=O)NCC(C(=O)OC)O